NC1=C(C=CC(=C1)C(=O)OC)C=1N(C=CC1C(=O)OC)C Methyl 2-(2-amino-4-(methoxycarbonyl)phenyl)-1-methyl-1H-pyrrole-3-carboxylate